4-(1-((1-methyl-1H-pyrazol-5-yl)sulfonyl)cyclobutyl)-N-(1,2,3-thiadiazol-5-yl)piperidine-1-carboxamide CN1N=CC=C1S(=O)(=O)C1(CCC1)C1CCN(CC1)C(=O)NC1=CN=NS1